P(=O)(O)(O)O.C1(=CC=CC=C1)CCN PHENYLETHYLAMINE PHOSPHATE